N[C@@H]1CN(CC1)C1=C(C=NC(=C1C1=CC(=CC(=C1)F)F)C#N)C(=O)NC(C1CC1)C1CC1 4-[(3S)-3-aminopyrrolidin-1-yl]-6-cyano-N-(dicyclopropylmethyl)-5-(3,5-difluorophenyl)pyridine-3-carboxamide